C(C=C)(=O)OCCCC[Si](OC)(OC)OC acryloyloxyButyltrimethoxysilane